N-[4-[(6,7-dimethoxy-1,5-naphthyridin-4-yl)oxy]-3-fluorophenyl]-4-(4-fluoro-2-methylphenyl)-5-methyl-3-oxopyrazine-2-carboxamide COC=1N=C2C(=CC=NC2=CC1OC)OC1=C(C=C(C=C1)NC(=O)C1=NC=C(N(C1=O)C1=C(C=C(C=C1)F)C)C)F